methyl 6-(6-fluoro-4-methylpyridin-3-yl)pyrazine-2-carboxylate FC1=CC(=C(C=N1)C1=CN=CC(=N1)C(=O)OC)C